N-(3-cyano-5-(3,3-difluoropyrrolidin-1-yl)phenyl)-4-((2-hydroxyethyl)sulfonylamino)-2-(6-azaspiro[2.5]oct-6-yl)benzamide C(#N)C=1C=C(C=C(C1)N1CC(CC1)(F)F)NC(C1=C(C=C(C=C1)NS(=O)(=O)CCO)N1CCC2(CC2)CC1)=O